N-((2S)-1-(((2S)-4-(cyclopropylamino)-3-hydroxy-4-oxo-1-phenylbutan-2-yl)amino)-4-methyl-1-oxopentan-2-yl)-2-methoxybenzamide C1(CC1)NC(C([C@H](CC1=CC=CC=C1)NC([C@H](CC(C)C)NC(C1=C(C=CC=C1)OC)=O)=O)O)=O